1-[3-fluoro-5-isobutyl-2-(2H-tetrazol-5-yl)phenyl]-4-[(4-methyl-2-pyridyl)methyl]piperazine FC=1C(=C(C=C(C1)CC(C)C)N1CCN(CC1)CC1=NC=CC(=C1)C)C=1N=NNN1